diethyl diacetate C(C)(=O)OCC.C(C)(=O)OCC